C(C)(=O)OC1=C(C(=O)Cl)C=C(C=C1)Cl 2-(Acetyloxy)-5-chlorobenzoyl chloride